ClC=1C=C2C(=C(C=NC2=CC1Cl)C(=O)O)O 6,7-dichloro-4-hydroxy-3-quinolinecarboxylic acid